C1=NC=C(C2=CC=CC=C12)N1C(N(C[C@@H]1C#N)C=1NC(=CN1)C(F)(F)F)=O |r| racemic-3-(isoquinolin-4-yl)-2-oxo-1-(5-(trifluoromethyl)-1H-imidazol-2-yl)imidazolidine-4-carbonitrile